C(C=C)N(C(=O)[C@H]1N(CCC1)S(=O)(=O)C1=C(C=C(C=C1)C)NCCC=C)C1CCC(CC1)(F)F (S)-N-Allyl-1-((2-(but-3-en-1-ylamino)-4-methylphenyl)sulfonyl)-N-(4,4-difluorocyclohexyl)pyrrolidine-2-carboxamide